5-methyl-2-(4-(pyridin-4-yl)phenyl)-4-((4-(4-(trifluoromethoxy)phenoxy)piperidin-1-yl)methyl)oxazole CC1=C(N=C(O1)C1=CC=C(C=C1)C1=CC=NC=C1)CN1CCC(CC1)OC1=CC=C(C=C1)OC(F)(F)F